OC1=CC2=CC3=C(C(=CC(O3)=O)C)C=C2C=C1 8-hydroxy-4-methyl-2H-benzo[g]benzopyran-2-one